N-(azetidin-3-ylmethyl)-1-(2-chloro-4-((3-(3-fluoro-4-methoxyphenyl)imidazo[1,2-a]pyrazin-8-yl)amino)benzoyl)piperidine-4-carboxamide N1CC(C1)CNC(=O)C1CCN(CC1)C(C1=C(C=C(C=C1)NC=1C=2N(C=CN1)C(=CN2)C2=CC(=C(C=C2)OC)F)Cl)=O